rel-(2S,3S)-2-(4-azido-2-methylsulfanyl-pyrimidin-5-yl)-1-[tert-butyl(dimethyl)silyl]oxy-2,5-dimethyl-hex-5-en-3-ol kalium carbonate C([O-])([O-])=O.[K+].N(=[N+]=[N-])C1=NC(=NC=C1[C@@](CO[Si](C)(C)C(C)(C)C)([C@H](CC(=C)C)O)C)SC.[K+] |o1:14,24|